1-{(1r,4r)-4-[5-(trifluoromethyl)-2H-indazol-2-yl]cyclohexyl}methanamine, hydrochloride salt Cl.FC(C1=CC2=CN(N=C2C=C1)C1CCC(CC1)CN)(F)F